COC=1C(=CC2=CN(N=C2C1)C1CCC(CC1)NC(CC)=O)C(=O)NC=1C=NN2C1N=CC=C2 6-methoxy-2-((1s,4s)-4-(N-methylacetylamino)cyclohexyl)-N-(pyrazolo[1,5-a]pyrimidin-3-yl)-2H-indazole-5-carboxamide